CN(C)C1=CC(CC(C1)(C)C)=O 3-(N,N-dimethylamino)-5,5-dimethyl-2-cyclohexen-1-one